Cl.Cl.C1[C@H]2N(CCN1C=1N=NC(=CN1)C1=C(C=C(C=C1)N1N=CC=N1)O)CCC2 2-{3-[(8aS)-hexahydropyrrolo[1,2-a]pyrazin-2(1H)-yl]-1,2,4-triazin-6-yl}-5-(2H-1,2,3-triazol-2-yl)phenol dihydrochloride